N1(CCCCC1)C1CCN(CC1)CC1=CC=C(C=C1)NC(C1=CC=C(C=C1)NC1=CC(=C(C(=C1)OC)OC)OC)=O N-(4-([1,4'-bipiperidin]-1'-ylmethyl)phenyl)-4-((3,4,5-trimethoxyphenyl)amino)benzamide